Phenyl-isoindolin-1-one hydrochloride Cl.C1(=CC=CC=C1)N1C(C2=CC=CC=C2C1)=O